ClC=1C=C(OCC(=O)O)C=C(C1CC1=CC(=C(C=C1)O)C1=CC=C(C=C1)Cl)Cl 2-[3,5-dichloro-4-[[3-(4-chlorophenyl)-4-hydroxy-phenyl]methyl]phenoxy]acetic acid